sodium dithiodicarboxylate C(=O)([O-])SSC(=O)[O-].[Na+].[Na+]